COC=1C=C2C=C(C=NC2=C(C1)N1CCC(CC1)C(F)(F)F)C(=O)N[C@@H](C)C=1C=C(C(=O)O)C=CC1 (S)-3-(1-(6-methoxy-8-(4-(trifluoromethyl)piperidin-1-yl)quinoline-3-carboxamido)ethyl)benzoic acid